(3S,4S)-3-fluoro-1-[4-({8-[3-(methanesulfonyl-methyl)azetidin-1-yl]-5-(propan-2-yl)isoquinolin-3-yl}amino)pyrimidin-2-yl]-3,4-dimethyl-piperidin-4-ol F[C@]1(CN(CC[C@@]1(O)C)C1=NC=CC(=N1)NC=1N=CC2=C(C=CC(=C2C1)C(C)C)N1CC(C1)CS(=O)(=O)C)C